5-chloro-2-fluoro-3-nitrobenzonitrile ClC=1C=C(C(=C(C#N)C1)F)[N+](=O)[O-]